2-methyl-9,9-bistetradecyl-2,3-dihydro-cyclopenta[b]fluoren-1(9H)-one CC1CC=2C(=CC=3C(C4=CC=CC=C4C3C2)(CCCCCCCCCCCCCC)CCCCCCCCCCCCCC)C1=O